N-((1,2,3,5,6,7-Hexahydro-s-indacen-4-yl)carbamoyl)-1-(pyridin-2-yl)-1H-pyrazole-3-sulfonamide, sodium salt [Na].C1CCC2=C(C=3CCCC3C=C12)NC(=O)NS(=O)(=O)C1=NN(C=C1)C1=NC=CC=C1